C1(C(CC(CC1)C(C)C)=O)C p-menthan-2-one